1-(4-(tert-butyl)phenyl)isoquinoline-3-carbonitrile C(C)(C)(C)C1=CC=C(C=C1)C1=NC(=CC2=CC=CC=C12)C#N